C(C)(C)(C)OC(=O)N1[C@@H](CCC1)C(=O)N1CCN(CC1)CC(C)(F)F.Cl.FC(CN1CCN(CC1)C([C@H]1NCCC1)=O)(C)F (S)-1-(2,2-difluoropropyl)-4-prolylpiperazine hydrochloride Tert-butyl-(S)-2-(4-(2,2-difluoropropyl)piperazin-1-carbonyl)pyrrolidin-1-carboxylate